N-((2-(2,6-dioxopiperidin-3-yl)-1-oxoisoindolin-5-yl)methyl)-2,2-difluoro-2-(3-(2-morpholinoethoxy)phenyl)acetamide O=C1NC(CCC1N1C(C2=CC=C(C=C2C1)CNC(C(C1=CC(=CC=C1)OCCN1CCOCC1)(F)F)=O)=O)=O